S1SSSSSSC=C1 Heptathionin